4-methyl-5-[1-methyl-5-(3-nitrophenyl)pyrazol-4-yl]-1,2,4-triazole-3-thiol CN1C(=NN=C1C=1C=NN(C1C1=CC(=CC=C1)[N+](=O)[O-])C)S